N-(2-methyl-4-bromo-phenyl)acetamide CC1=C(C=CC(=C1)Br)NC(C)=O